The molecule is a tetrahydroxyflavanone that is (2S)-flavanone substituted by hydroxy groups at positions 5, 7, 3' and 5' and prenyl groups at positions 6 and 8 respectively. It has been isolated from natural product found in Macaranga conifera. It has a role as a plant metabolite. It derives from a (2S)-flavanone. CC(=CCC1=C(C(=C2C(=C1O)C(=O)C[C@H](O2)C3=CC(=CC(=C3)O)O)CC=C(C)C)O)C